4-{2'-ethoxy-3-fluoro-[2,3'-bipyridine]-5-yl}-1-[2-fluoro-4-(trifluoromethyl)phenyl]-N-[(3S)-1-methylpyrrolidin-3-yl]piperidine-4-carboxamide C(C)OC1=NC=CC=C1C1=NC=C(C=C1F)C1(CCN(CC1)C1=C(C=C(C=C1)C(F)(F)F)F)C(=O)N[C@@H]1CN(CC1)C